Cl.C(N)(=N)C=1C=C(CNC(CC)=O)C=CC1Cl N-(3-carbamimidoyl-4-chlorobenzyl)propionamide hydrochloride